6,6'-(4-(dibenzo[b,d]furan-4-yl)-[1,1'-biphenyl]-3,3'-diyl)bis(2,4-diphenyl-1,3,5-triazine) C1=CC=C(C=2OC3=C(C21)C=CC=C3)C3=C(C=C(C=C3)C3=CC(=CC=C3)C3=NC(=NC(=N3)C3=CC=CC=C3)C3=CC=CC=C3)C3=NC(=NC(=N3)C3=CC=CC=C3)C3=CC=CC=C3